CC(C1=CC=C(C=C1)OC#N)(C1=CC=C(C=C1)OC#N)C Dimethyl-methylenebis(1,4-phenylene) dicyanate